FC1=C2C=CC=C(C2=CC=C1)C=1CCN(CC1)CC=1C=C2CN(C(C2=CC1)=O)C1C(NC(CC1)=O)=O 3-(5-((4-(5-fluoronaphthalen-1-yl)-3,6-dihydropyridin-1(2H)-yl)methyl)-1-oxoisoindolin-2-yl)piperidine-2,6-dione